(2-(7-Chloro-5-cyano-2,4-dimethyl-2-(1,4-dioxaspiro[4.5]dec-8-yl)-2,3-dihydrobenzofuran-6-yl)ethyl)carbamic acid tert-butyl ester C(C)(C)(C)OC(NCCC1=C(C2=C(CC(O2)(C2CCC3(OCCO3)CC2)C)C(=C1C#N)C)Cl)=O